Cl.ClC1=C(OC(C)N)C(=CC(=C1)OCC=C(Cl)Cl)Cl (2,6-dichloro-4-((3,3-dichloroallyl)oxy)phenoxy)ethane-1-amine hydrochloride